tert-butyl (8-((2,4-dimethoxybenzyl)carbamoyl)-6-fluoro-5-(o-tolyl)-2,3,4,9-tetrahydro-1H-carbazole-3-yl)carbamate COC1=C(CNC(=O)C=2C=C(C(=C3C=4CC(CCC4NC23)NC(OC(C)(C)C)=O)C2=C(C=CC=C2)C)F)C=CC(=C1)OC